8-cyclopropyl-N-[(5-methyl-1H-benzimidazol-2-yl)methyl]-2-(methylsulfanyl)pyrazolo[1,5-a][1,3,5]triazin-4-amine C1(CC1)C=1C=NN2C1N=C(N=C2NCC2=NC1=C(N2)C=CC(=C1)C)SC